OCCN(CCCCCCCC(=O)OC(CCCCCCCF)CCCCCCCF)CCCCCCCC(=O)OCCCCCCCCC 1,15-difluoropentadecan-8-yl 8-((2-hydroxyethyl)(8-(nonyloxy)-8-oxooctyl)amino)octanoate